4-(4,5,6-trichloropyrimidin-2-yl)morpholine ClC1=NC(=NC(=C1Cl)Cl)N1CCOCC1